4-((2,4-dimethoxybenzyl)amino)-7-fluoroimidazo[1,5-a]quinoxaline-8-carboxylic acid COC1=C(CNC=2C=3N(C4=CC(=C(C=C4N2)F)C(=O)O)C=NC3)C=CC(=C1)OC